C(C)(C)(C)C=1C=C(C(O)=CC1)O para-tertiary butylcatechol